1-(methoxymethyl)-3-methyl-1H-imidazol-3-ium bromide [Br-].COCN1C=[N+](C=C1)C